α-chloro-o-xylene CC1=CC=CC=C1CCl